O[C@@]1(C(N(CC1)C)=O)C1=CC(=NO1)C1=CC(=CC=C1)C1=CC(=C2C(=N1)NN=C2)OC (R)-3-hydroxy-3-(3-(3-(4-methoxy-1H-pyrazolo[3,4-b]pyridin-6-yl)phenyl)isoxazol-5-yl)-1-methylpyrrolidin-2-one